ClC1=CN=CC2=C1N=C(N=C2N2[C@@H]1[C@H]([C@@H]1COCC2)F)OC([2H])([2H])[C@]21CCCN1C[C@@H](C2)F 8-Chloro-4-((1S,7S,8S)-8-fluoro-5-oxa-2-azabicyclo[5.1.0]octan-2-yl)-2-(((2R,7aS)-2-fluorotetrahydro-1H-pyrrolizin-7a(5H)-yl)methoxy-d2)pyrido[4,3-d]pyrimidin